CNC1=NC=C2C#CC3=CC4=C(N=NN4CCCCOC=4C=CC=C(NC=5N=CC1=C2C5)N4)C=C3 N-methyl-8-oxa-2,13,14,15,24,28,33-heptazahexacyclo[20.6.2.216,19.13,7.013,17.026,30]tritriaconta-1(29),3,5,7(33),14,16,18,22,24,26(30),27,31-dodecaen-20-yn-25-amine